C1(=CC=CC=2C3=CC=CC=C3NC12)C(=O)OC1=CC=CC=2C3=CC=CC=C3NC12 carbazolyl (carbazolate)